6-Chloro-4-methoxy-N-(4-(trifluoromethyl)benzyl)nicotinamide ClC1=NC=C(C(=O)NCC2=CC=C(C=C2)C(F)(F)F)C(=C1)OC